1-(2-Methoxyethyl)piperazine COCCN1CCNCC1